N-(2-chloro-4-(1-methyl-1H-pyrazol-4-yl)phenyl)-5-(1-methyl-1H-pyrazol-4-yl)isoquinolin-3-amine ClC1=C(C=CC(=C1)C=1C=NN(C1)C)NC=1N=CC2=CC=CC(=C2C1)C=1C=NN(C1)C